3-cyclopropyl-5-(2-hydroxyethyl)-N,N-bis(4-methoxybenzyl)-benzenesulfonamide C1(CC1)C=1C=C(C=C(C1)CCO)S(=O)(=O)N(CC1=CC=C(C=C1)OC)CC1=CC=C(C=C1)OC